methyl (S)-3-((3-bromo-7-((1-((tert-butyldiphenylsilyl)oxy)hexan-3-yl)amino)-5-((methoxycarbonyl)amino)-1H-pyrazolo[4,3-d]pyrimidin-1-yl)methyl)-4-methoxybenzoate BrC1=NN(C2=C1N=C(N=C2N[C@H](CCO[Si](C2=CC=CC=C2)(C2=CC=CC=C2)C(C)(C)C)CCC)NC(=O)OC)CC=2C=C(C(=O)OC)C=CC2OC